2-(difluoromethyl)-1,3-dioxane FC(C1OCCCO1)F